IC1=CC=C(C=C1)S(=O)(=O)Cl 4-Iodobenzenesulfonyl chloride